o-acetoxybenzoate CC(=O)OC1=CC=CC=C1C(=O)O